dihydroxyboramethane OBO